(1R,2aR,8aS)-2,2-Dimethyl-1,2,2a,3,8,8a-hexahydrocyclobuta[b]naphthalen-1-ol CC1([C@@H]([C@H]2CC3=CC=CC=C3C[C@H]21)O)C